[Na].P1(OCCCCO1)=O.C(CN)N ethylenediamine tetra-methylene phosphonate sodium